[C@@H]1([C@H](O)[C@H](O)[C@H](O1)CO)O[C@@H](C=O)[C@H](O)[C@H](O)CO β-ribofuranosyl-(1→2)-D-ribose